4-bromo-1-ethyl-pyrrolo[2,3-b]Pyridine-3-carboxylic acid methyl ester COC(=O)C1=CN(C2=NC=CC(=C21)Br)CC